N-[(1S,9S)-4-methoxy-17-methyl-17-azatetracyclo[7.5.3.01,10.02,7]heptadeca-2(7),3,5-trien-5-yl]-1-methyl-1H-imidazole-4-carboxamide COC1=CC=2[C@@]34C([C@H](CC2C=C1NC(=O)C=1N=CN(C1)C)N(CC4)C)CCCC3